N-methyl-2-(4-methoxyphenyl)-3-(4-methoxyphenylazo)indole CN1C(=C(C2=CC=CC=C12)N=NC1=CC=C(C=C1)OC)C1=CC=C(C=C1)OC